3-(3,4-dihydroquinolin-1(2H)-yl)-N-(naphthalen-1-yl)propionamide N1(CCCC2=CC=CC=C12)CCC(=O)NC1=CC=CC2=CC=CC=C12